(3R,4S)-3-fluoro-1-[4-({8-[3-(methanesulfonyl-methyl)azetidin-1-yl]-5-(propan-2-yl)isoquinolin-3-yl}amino)pyrimidin-2-yl]piperidin-4-ol F[C@@H]1CN(CC[C@@H]1O)C1=NC=CC(=N1)NC=1N=CC2=C(C=CC(=C2C1)C(C)C)N1CC(C1)CS(=O)(=O)C